FC(C=1C=C(C=CC1)C1=CC=2C(C3=CC(=CC=C3C2C=C1)C1=CC(=CC=C1)C(F)(F)F)(C1=CC=C(C=C1)O)C1=CC=C(C=C1)O)(F)F 2,7-bis(3-trifluoromethylphenyl)-9,9-bis(4-hydroxyphenyl)fluorene